NC=1C=CC(=C(C(=O)NC=2SC(=C(N2)C)C)C1)C 5-amino-N-(4,5-dimethylthiazol-2-yl)-2-methylbenzamide